NCCCC#CC1=C(C=C(C=C1)NC(CCNC(C[C@H]1C=2N(C3=C(C(=N1)C1=CC=C(C=C1)Cl)C(=C(S3)C)C)C(=NN2)C)=O)=O)CO (S)-N-(4-(5-aminopent-1-yn-1-yl)-3-(hydroxymethyl)phenyl)-3-(2-(4-(4-chlorophenyl)-2,3,9-trimethyl-6H-thieno[3,2-f][1,2,4]triazolo[4,3-a][1,4]diazepin-6-yl)acetamido)propanamide